trans-N-[3,5-difluoro-4-[(1S,3R)-3-methyl-2-(2,2,2-trifluoroethyl)-1,3,4,9-tetrahydropyridino[3,4-b]indol-1-yl]phenyl]-1-(3-fluoropropyl)-4-methyl-pyrrolidin-3-amine FC=1C=C(C=C(C1[C@@H]1N([C@@H](CC2=C1NC1=CC=CC=C21)C)CC(F)(F)F)F)N[C@@H]2CN(C[C@H]2C)CCCF